3-methyl-N-(5-(methylthio)-1,3,4-thiadiazol-2-yl)-2-oxo-4-phenyl-2H-pyran-6-carboxamide CC=1C(OC(=CC1C1=CC=CC=C1)C(=O)NC=1SC(=NN1)SC)=O